4-({2-[4-{5-chloro-2-[4-(difluoromethyl)-1H-imidazol-1-yl]phenyl}-5-methoxy-2-oxopyridin-1(2H)-yl]-4-methoxybutyryl}amino)benzoic acid ClC=1C=CC(=C(C1)C1=CC(N(C=C1OC)C(C(=O)NC1=CC=C(C(=O)O)C=C1)CCOC)=O)N1C=NC(=C1)C(F)F